C1(=CC=CC=C1)C1=C(C=C(C#N)C(=C1)C1=CC=CC=C1)C#N 4,6-diphenylisophthalonitrile